5-(methoxycarbonyl)-1-methylpyrazol-3-ylboronic acid COC(=O)C1=CC(=NN1C)B(O)O